NC1=C(C=C(C=N1)C=1C=C2N(N1)CCC21CN(CC1)C(=O)N[C@@H](C)C=1C=NN(C1C)CC)C(F)(F)F 2'-[6-amino-5-(trifluoromethyl)pyridin-3-yl]-N-[(1S)-1-(1-ethyl-5-methyl-1H-pyrazol-4-yl)ethyl]-5',6'-dihydrospiro[pyrrolidine-3,4'-pyrrolo[1,2-b]pyrazole]-1-carboxamide